C1=CC=C(C=C1)C2=NN([N+](=N2)C3=CC=CC=C3)C4=CC=CC=C4.[Cl-] triphenyltetrazolium chloride